3,8-diazabicyclo[3.2.1]octane C12CNCC(CC1)N2